2-chloro-N-(6-methoxy-5-((E)-2-(2-(((1r,4r)-4-(piperidin-1-yl)cyclohexyl)amino)pyrimidin-5-yl)vinyl)pyridin-2-yl)benzenesulfonamide ClC1=C(C=CC=C1)S(=O)(=O)NC1=NC(=C(C=C1)\C=C\C=1C=NC(=NC1)NC1CCC(CC1)N1CCCCC1)OC